OC1=CN=CN(C1=O)C(C(=O)NC)CC1=CC=C(C=C1)C#CC1=CC=C(C=C1)CN1CCOCC1 2-(5-hydroxy-6-oxopyrimidin-1(6H)-yl)-N-methyl-3-(4-((4-(morpholinomethyl)phenyl)ethynyl)phenyl)propanamide